CN1N=CC(=C1)C=1C(=NC(=NC1)NC1=C(C=CC=C1)C)NC1=CC=C2CCNCC2=C1 5-(1-methyl-1H-pyrazol-4-yl)-N4-(1,2,3,4-tetrahydroisoquinolin-7-yl)-N2-(o-tolyl)pyrimidine-2,4-diamine